(2S)-2-{[2-{[3-fluoro-4-(methylsulfonyl)phenyl]amino}-5-(3-methyl-1,2,4-oxadiazol-5-yl)pyrimidin-4-yl]amino}-2-phenylethanol FC=1C=C(C=CC1S(=O)(=O)C)NC1=NC=C(C(=N1)N[C@H](CO)C1=CC=CC=C1)C1=NC(=NO1)C